Ammonium boronate B([O-])[O-].[NH4+].[NH4+]